2-fluoro-N-(6-(4-(trifluoromethyl)pyridin-3-yl)benzo[d]thiazol-2-yl)cyclopropane-1-carboxamide FC1C(C1)C(=O)NC=1SC2=C(N1)C=CC(=C2)C=2C=NC=CC2C(F)(F)F